(1R,2R)-N-(7-chloro-6-(1-((3R,4R)-4-hydroxy-3-methyltetrahydrofuran-3-yl)piperidin-4-yl)isoquinolin-3-yl)-2-(2-methoxypropan-2-yl)cyclopropane-1-carboxamide ClC1=C(C=C2C=C(N=CC2=C1)NC(=O)[C@H]1[C@@H](C1)C(C)(C)OC)C1CCN(CC1)[C@@]1(COC[C@@H]1O)C